2-(2'-hydroxy-3'-tert-butyl-5'-methylphenyl)-5-chlorobenzaldehyde OC1=C(C=C(C=C1C(C)(C)C)C)C1=C(C=O)C=C(C=C1)Cl